C1(=CC=CC=C1)N1C2=CC=CC=C2C=2C=C(C=CC12)C1=CC=C(C2=NSN=C21)C=2C=CC=1N(C3=CC=CC=C3C1C2)C2=CC=CC=C2 4,7-bis(9-phenyl-9H-carbazol-3-yl)benzo[c][1,2,5]Thiadiazole